3-chlorophthalonitrile ClC1=C(C(C#N)=CC=C1)C#N